9-(1-Bromoethyl)-3-ethyl-4,7-dimethylimidazo[1,5-a]quinazolin-5(4H)-one BrC(C)C=1C=C(C=C2C(N(C=3N(C12)C=NC3CC)C)=O)C